ClC1=C(C=CC=C1CNC)S(=O)(=O)NC=1C=C2C(N(C(C2=CC1)=O)C1C(NC(CC1)=O)=O)=O 2-chloro-N-[2-(2,6-dioxo-3-piperidyl)-1,3-dioxo-isoindolin-5-yl]-3-(methylaminomethyl)benzenesulfonamide